NCC1=CC=C(C=N1)S(=O)(=O)N 6-(aminomethyl)pyridine-3-sulfonamide